COC(=O)C1(CCC2(C(CC3=CC=C(C=C23)C(C)(C)OC)C[C@H](CO)C)CC1)N(C(C(F)(F)F)=O)C1=CC(=CC=C1)Cl 4-[(3-chlorophenyl)(trifluoroacetyl)amino]-2'-[(2R)-3-hydroxy-2-methylpropyl]-6'-(2-methoxypropan-2-yl)-2',3'-dihydrospiro[cyclohexane-1,1'-indene]-4-carboxylic acid methyl ester